N4-methylcytosin CNC1=NC(NC=C1)=O